2-(((S)-1-(1H-tetrazol-1-yl)propan-2-yl)oxy)-4-(2-((3-(2-(1-hydroxycyclopropyl)ethoxy)-1-((1r,4r)-4-morpholinocyclohexyl)-1H-pyrazol-4-yl)amino)pyrimidin-5-yl)benzonitrile N1(N=NN=C1)C[C@H](C)OC1=C(C#N)C=CC(=C1)C=1C=NC(=NC1)NC=1C(=NN(C1)C1CCC(CC1)N1CCOCC1)OCCC1(CC1)O